NCCCCCC(=O)O L-epsilon-aminocaproic acid